C1(=CC=CC=C1)[P+](CCCCOC1=CC=C(C=C1)C=C)(C1=CC=CC=C1)C1=CC=CC=C1 triphenyl(4-(4-vinylphenoxy)butyl)phosphonium